perfluorotriethylsilane F[Si](C(C(F)(F)F)(F)F)(C(C(F)(F)F)(F)F)C(C(F)(F)F)(F)F